(R)-3-bromo-N-(4-(chlorodifluoromethoxy)phenyl)-4-((4-hydroxybutan-2-yl)amino)-5-nitrobenzamide BrC=1C=C(C(=O)NC2=CC=C(C=C2)OC(F)(F)Cl)C=C(C1N[C@H](C)CCO)[N+](=O)[O-]